2-bromo-N-(1,4-dioxaspiro[4.5]dec-7-en-8-yl)-N-{(2R)-3-[(4-methoxyphenyl)methoxy]-2-methylpropyl}-5-methylbenzamide BrC1=C(C(=O)N(C[C@H](COCC2=CC=C(C=C2)OC)C)C2=CCC3(OCCO3)CC2)C=C(C=C1)C